BrC1=C(C=CC(=C1)Br)CBr 2,4-dibromo-1-(bromomethyl)benzene